4-((2S,5R)-5-ethyl-2-methyl-4-(1-(4-(trifluoromethyl)phenyl)ethyl)piperazin-1-yl)-1-methyl-2-oxo-1,2-dihydroquinazoline-6-carbonitrile C(C)[C@H]1N(C[C@@H](N(C1)C1=NC(N(C2=CC=C(C=C12)C#N)C)=O)C)C(C)C1=CC=C(C=C1)C(F)(F)F